C(C)(=O)N1CCN(CC1)C1=CC(=NC(=C1)NCC1=CC=C(C=C1)OC)C=1C=C2CN(C(C2=CC1)=O)[C@@H](CCC(=O)OC(C)(C)C)C(=O)N tert-butyl (S)-4-(5-(4-(4-acetylpiperazin-1-yl)-6-((4-methoxybenzyl) amino) pyridin-2-yl)-1-oxoisoindolin-2-yl)-5-amino-5-oxopentanoate